2-(4-bromo-2-fluoro-6-nitrophenoxy)ethan-1-ol BrC1=CC(=C(OCCO)C(=C1)[N+](=O)[O-])F